OC[C@H](C1=CC=C(C=C1)OC)NC1=NC(=NC=C1C(=O)OCC)NC=1C=C2CCNC(C2=CC1)=O ethyl 4-[[(1S)-2-hydroxy-1-(4-methoxyphenyl)ethyl]amino]-2-[(1-oxo-3,4-dihydro-2H-isoquinolin-6-yl)amino]pyrimidine-5-carboxylate